FC1=C(C=C(C=C1)OC=1C(=C2C=CNC2=CC1F)CC1CNC(O1)=O)C=1NC(=CN1)C(CCCCCC#N)(C)C1=CC(=CC=C1)I 7-(2-(2-fluoro-5-((6-fluoro-4-((2-oxooxazolidin-5-yl)methyl)-1H-indol-5-yl)oxy)phenyl)-1H-imidazol-5-yl)-7-(3-iodophenyl)octanenitrile